5-hexyl-3-methylthiophene C(CCCCC)C1=CC(=CS1)C